4-chloro-2-(1,1-difluoroethyl)-6-isopropylpyrimidine ClC1=NC(=NC(=C1)C(C)C)C(C)(F)F